((tert-butoxycarbonyl)amino)-2-cyclopropylpropionic acid C(C)(C)(C)OC(=O)NC(C(=O)O)(C)C1CC1